tetramethylcyclopentadienyl-dimethylsilanyl-2-methyl-4-(4-t-butylphenyl)indenyl-zirconium dichloride [Cl-].[Cl-].CC=1C(=C(C(=C2C(=C(C(C12)[Zr+2][Si](C)(C)C1C=CC=C1)C)C)C1=CC=C(C=C1)C(C)(C)C)C)C